2-azaspiro[3.4]octan-6-amine hydrochloride Cl.C1NCC12CC(CC2)N